7-aza-2-oxaspiro[4.5]decane C1OCCC12CNCCC2